C(C)OC1OC=C(C2C1C(=CC2)CNC(CN2CCN(CC2)CC2=NC(=C(N=C2C)C)C)=O)C(=O)OC methyl 1-ethoxy-7-((2-(4-((3,5,6-trimethylpyrazin-2-yl) methyl) piperazin-1-yl) acetamido) methyl)-1,4a,5,7a-tetrahydrocyclopenta[c]pyran-4-carboxylate